2-methoxy-6-((2-methylbut-3-yn-yl)oxy)-4-pentylbenzaldehyde COC1=C(C=O)C(=CC(=C1)CCCCC)OCC(C#C)C